4-(2-chlorophenyl)-6-cyclopropyl-1-thioxo-pyrido[1,2-c]pyrimidin-3-one ClC1=C(C=CC=C1)C1=C2N(C(NC1=O)=S)C=CC(=C2)C2CC2